3-[4-(4-cyanophenyl)thieno[2,3-c]Pyridin-2-yl]-2,2-dimethylpropionic acid C(#N)C1=CC=C(C=C1)C1=C2C(=CN=C1)SC(=C2)CC(C(=O)O)(C)C